C(C)OC=1C=2N(C=CC1C=1C=NNC1)N=C(N2)NC2=C(C=C(C=C2)S(=O)(=O)C2CC1(C2)CCN(CC1)C=1C=C2C(NC(C2=CC1)=O)=O)C 5-(2-((4-((8-ethoxy-7-(1H-pyrazol-4-yl)-[1,2,4]triazolo[1,5-a]pyridin-2-yl)amino)-3-methylphenyl)sulfonyl)-7-azaspiro[3.5]nonan-7-yl)isoindoline-1,3-dione